[NH4+].C(C(=C)C)(=O)C(CC)CCC methacryloyl-propyl-propane ammonium